BrC=1C=C(C(=NC1)N1CCSCC1)N 5-Bromo-2-thiomorpholinopyridin-3-amine